[Si](C)(C)(C(C)(C)C)OC(C(=O)[O-])CC1=CC=CC=C1 2-[tert-butyl(dimethyl)silyl]oxy-3-phenyl-propanoate